C(C)O[Si](CCC(C(C(C(F)(F)F)(F)F)(F)F)(F)F)(OCC)OCC triethoxy(3,3,4,4,5,5,6,6,6-nonafluorohexyl)silane